2-ethyl-indazole-5-carbaldehyde C(C)N1N=C2C=CC(=CC2=C1)C=O